Cl.N[C@H]1CN(CCC1)C(=O)C1=CC2=C(N(C(=N2)C2=CC3=C(C(N(C=C3)C)=O)N2C)C)C(=C1)OC (R)-2-(5-(3-aminopiperidine-1-carbonyl)-7-methoxy-1-methyl-1H-benzo[d]imidazol-2-yl)-1,6-dimethyl-1,6-dihydro-7H-pyrrolo[2,3-c]pyridin-7-one hydrochloride